2-(methanesulfonyl)eth-ane-1-one CS(=O)(=O)CC=O